BrC=1C=C2C=CN(C2=CC1)C(CC)=O 1-(5-bromoindol-1-yl)propan-1-one